5-((6-(2,6-Difluorophenyl)-3-(methoxycarbonyl)pyridazin-4-yl)amino)isoindoline-2-carboxylic acid tert-butyl ester C(C)(C)(C)OC(=O)N1CC2=CC=C(C=C2C1)NC1=C(N=NC(=C1)C1=C(C=CC=C1F)F)C(=O)OC